C(CCC)OC(NC1=C(C=C(C=C1)N(C)CC=1SC(=CC1)Cl)Cl)=O {2-Chloro-4-[(5-chloro-thiophen-2-ylmethyl)-(methyl)amino]-phenyl}-carbamic acid butyl ester